benzyl (2S)-2-(cyanomethyl)-4-[2-[[(2S)-1-methylpyrrolidin-2-yl]methoxy]-5,6,7,8-tetrahydropyrido[3,4-d]pyrimidin-4-yl]piperazine-1-carboxylate C(#N)C[C@@H]1N(CCN(C1)C=1C2=C(N=C(N1)OC[C@H]1N(CCC1)C)CNCC2)C(=O)OCC2=CC=CC=C2